FC=1C=C(C=CC1)[C@H](C)C1OCCC(C1)(C(=O)N)N1C[C@@H](CC1)OC1=CC(=CC=C1)C(F)(F)F ((S)-1-(3-Fluorophenyl)ethyl)-4-((R)-3-(3-(trifluoromethyl)phenoxy)pyrrolidin-1-yl)tetrahydro-2H-pyran-4-carboxamide